F[C@@H]1[C@H]2CC[C@@H](C[C@@H]1NC1=CN=C(N=N1)SC)N2C(=O)OC(C)(C)C tert-butyl (1R,2S,3S,5S)-2-fluoro-3-((3-(methylthio)-1,2,4-triazin-6-yl)amino)-8-azabicyclo[3.2.1]octane-8-carboxylate